(S)-1-methyl-3,3-diphenylhexahydropyrrolo[1,2-c][1,3,2]oxazaborole CB1OC([C@H]2N1CCC2)(C2=CC=CC=C2)C2=CC=CC=C2